2-methylpropan-2-yl [(4-bromo-3-cyano-7-fluorobenzo[b]thiophen-2-yl)amino]formate BrC1=CC=C(C=2SC(=C(C21)C#N)NC(=O)OC(C)(C)C)F